N-(2,4-Dimethoxybenzyl)-N-(3-methoxy-4-(3-((2-morpholinoethyl)amino)-6-(pyrazolo[1,5-a]pyrimidin-3-yl)-1H-pyrazolo[4,3-c]pyridin-1-yl)benzyl)methanesulfonamide COC1=C(CN(S(=O)(=O)C)CC2=CC(=C(C=C2)N2N=C(C=3C=NC(=CC32)C=3C=NN2C3N=CC=C2)NCCN2CCOCC2)OC)C=CC(=C1)OC